C(CC)OC(=O)C1=C(N=C(S1)Br)C 2-bromo-4-methyl-thiazole-5-carboxylic acid propyl ester